N1C=C(C2=CC=CC=C12)CC(C)NC [1-(1H-indol-3-yl)propan-2-yl](methyl)amine